N-(12-amino-13-bromo-9-cyano-6,7-dihydrobenzo[f]pyrido[3',4':4,5]pyrrolo[1,2-d][1,4]oxazepin-3-yl)acrylamide NC1=NC=C(C2=C1C(=C1N2CCOC2=C1C=CC(=C2)NC(C=C)=O)Br)C#N